(6-Cyclopropylimidazo[1,2-a]pyridin-2-yl)methanol C1(CC1)C=1C=CC=2N(C1)C=C(N2)CO